FC(C(=O)O)(F)F.FC(C(=O)O)(F)F.FC(C(=O)O)(F)F.COC(=O)C1CCN(CC1)C(C(CCCC)NC([C@@H](CCC1CC1)NC([C@@H](CC1=CC=CC=C1)N)=O)=O)=O [2-[[(2R)-2-[[(2R)-2-amino-3-phenyl-propionyl]amino]-4-cyclopropyl-butyryl]amino]hexanoyl]piperidine-4-carboxylic acid methyl ester Tritrifluoroacetate